C(C)(=O)O[C@@H]1CC2=CC[C@H]3[C@@H]4CC(=C([C@@]4(C)CC[C@@H]3[C@]2(CC1)C)N1C=NC2=C1C=CC=C2)CNC2=CC=CC=C2 3β-Acetoxy-17-(1H-benzimidazol-1-yl)-16-((phenylamino)methyl)-androsta-5,16-diene